C1=CC=C(C(=C1)CC(=O)OCC(=O)O)NC2=C(C=CC=C2Cl)Cl The molecule is a monocarboxylic acid that is the carboxymethyl ester of diclofenac. A non-steroidal anti-inflammatory drug related to diclofenac, it is used in the management of osteoarthritis, rheumatoid arthritis, and ankylosing spondylitis. It has a role as an EC 1.14.99.1 (prostaglandin-endoperoxide synthase) inhibitor, a non-steroidal anti-inflammatory drug and a non-narcotic analgesic. It is a monocarboxylic acid, a carboxylic ester, a secondary amino compound, an amino acid and a dichlorobenzene. It derives from a diclofenac.